8-cyclopropyl-6-(difluoromethyl)-N-(piperidin-4-yl)imidazo[1',2':1,6]pyrido[2,3-d]pyrimidin-2-amine C1(CC1)C=1N=C2C(=CC3=C(N=C(N=C3)NC3CCNCC3)N2C1)C(F)F